6-(4-((3S)-1'-(4-chloro-3-fluorophenyl)-3-methoxy-1',2'-dihydrospiro[cyclopentane-1,3'-pyrrolo[3,2-b]pyridine]-5'-carbonyl)-3,3-dimethylpiperazin-1-yl)-2,4-dimethylnicotinic acid ClC1=C(C=C(C=C1)N1CC2(C3=NC(=CC=C31)C(=O)N3C(CN(CC3)C3=NC(=C(C(=O)O)C(=C3)C)C)(C)C)C[C@H](CC2)OC)F